CC1=C[C@H]([C@@H](CC1)C(=C)C)C1=C(C=C(C=C1O)CCCCC)O 2-[(1R,6R)-3-methyl-6-prop-1-en-2-ylcyclohex-2-en-1-yl]-5-pentyl-benzene-1,3-diol